ClC1=C(N=C(N=N1)N[C@H]1CN(CCC1)CCC(=O)NCC(OC)OC)C 3-[(3R)-3-[(6-chloro-5-methyl-1,2,4-triazin-3-yl)amino]piperidino]-N-(2,2-dimethoxyethyl)propionamide